2,4-bis(trichloromethyl)-6-[2-(3,5-diethoxyphenyl)ethenyl]-s-triazine ClC(C1=NC(=NC(=N1)C(Cl)(Cl)Cl)C=CC1=CC(=CC(=C1)OCC)OCC)(Cl)Cl